tert-butyl 7-amino-6-(2-(dimethylamino)ethoxy)-3,4-dihydroisoquinoline-2(1H)-carboxylate NC1=C(C=C2CCN(CC2=C1)C(=O)OC(C)(C)C)OCCN(C)C